tert-butyl (3R)-5-bromo-3-(hydroxymethyl)-3,4-dihydro-1H-isoquinoline-2-carboxylate BrC1=C2C[C@@H](N(CC2=CC=C1)C(=O)OC(C)(C)C)CO